5-fluoro-3-(1,2,5,6-tetrahydropyridin-3-yl)-1H-indole-7-carbonitrile FC=1C=C2C(=CNC2=C(C1)C#N)C=1CNCCC1